Diaminomethylbicycloheptane NC(N)C1(CCCCCC1)C1CCCCCC1